butanoic acid 2-fluoroethyl ester FCCOC(CCC)=O